3-hydroxy-2-methyl-2-({2-methyl-5-[(pyridin-3-yl)methoxy]-2H-indazol-3-yl}formamido)propanamide OCC(C(=O)N)(NC(=O)C=1N(N=C2C=CC(=CC12)OCC=1C=NC=CC1)C)C